S1C(SCCC1)C=1C=C(C=C(C1OC)F)C(=O)C1=CC=C(C=C1)N1CCCC1 (3-(1,3-dithian-2-yl)-5-fluoro-4-methoxyphenyl)(4-(pyrrolidin-1-yl)phenyl)methanone